5,5-dimethyl-1,3,2-dioxaphosphorinan-2-one CC1(COP(OC1)=O)C